tert-butyl-(S)-3-butyl-6-methoxy-1-(1-methylpiperidin-4-yl)-3,4-dihydroisoquinoline C(C)(C)(C)[C@]1(N=C(C2=CC=C(C=C2C1)OC)C1CCN(CC1)C)CCCC